2-fluoro-5-methyl-1,2,3,5,6,7-hexahydro-s-indacen-4-amine FC1CC=2C=C3CCC(C3=C(C2C1)N)C